[Br-].COC(=O)C1=CC=C(C[P+](C)(C)C)C=C1 (4-(methoxycarbonyl)benzyl)trimethylphosphonium bromide